4-((2-(((tert-butyldimethylsilyl)oxy)methyl)-4H-benzo[b][1,2,4]triazolo[1,5-d][1,4]oxazin-6-yl)amino)-6-chloro-N-methylpyridazine-3-carboxamide [Si](C)(C)(C(C)(C)C)OCC1=NN2C3=C(OCC2=N1)C(=CC=C3)NC3=C(N=NC(=C3)Cl)C(=O)NC